CNC(=O)OC(=O)N1CC=2C(=NN3C2C(NCC3)=O)CC1 methylcarbamoyl-10-oxo-3,4,7,8,9,10-hexahydropyrido[4',3':3,4]pyrazolo[1,5-a]pyrazine-2(1H)-carboxylate